ClC1=C(C=CC=C1)CN1N=C(C=C1C1=C(C=CC=C1)OC)CO [1-[(2-chlorophenyl)methyl]-5-(2-methoxyphenyl)-1H-pyrazol-3-yl]methanol